C1=CC=CC=2C3=CC=CC=C3C(C12)COC(=O)NCC1=CC=C(C(=O)O)C=C1 4-[({[(9H-fluoren-9-yl)methoxy]carbonyl}amino)methyl]benzoic acid